(1RS,5SR)-3-[2-methoxy-4-(prop-1-yn-1-yl) phenyl]-4-oxobicyclo[3.2.1]oct-2-en-2-ylcarbonate COC1=C(C=CC(=C1)C#CC)C1=C([C@@H]2CC[C@H](C1=O)C2)OC([O-])=O |r|